ClC1=CC=C(CC(C(C(=O)NC=2C=CC=C3C=CC=NC23)C)C[Si](C2=CC=CC=C2)(C)C)C=C1 3-(4-Chlorobenzyl)-4-[dimethyl(phenyl)silyl]-2-methyl-N-(quinolin-8-yl)butanamide